BrC=1C(=NN(N1)C1CC1)CN(C(OC(C)(C)C)=O)C tert-butyl ((5-bromo-2-cyclopropyl-2H-1,2,3-triazol-4-yl)methyl)(methyl)carbamate